C(C)C=1SC2=C(N1)C(=C(C=C2)[N+](=O)[O-])N2C[C@H](C[C@H]2CO)NC(OC(C)(C)C)=O tert-butyl (3S,5S)-1-(2-ethyl-5-nitrobenzo[d]thiazol-4-yl)-5-(hydroxymethyl)pyrrolidin-3-ylcarbamate